C(C1=CC=CC=C1)OC=1C(=NC=NC1OCC1=CC=CC=C1)CN1C(N(C(C1)C1=CC=C(C=C1)C#CC1=CC=C(C=C1)C(=O)N1CCOCC1)C(C)C)=O 1-((5,6-bis(benzyloxy)pyrimidin-4-yl)methyl)-3-isopropyl-4-(4-((4-(morpholine-4-carbonyl)phenyl)ethynyl)phenyl)imidazolidin-2-one